1-(7-((3R,4R)-4-(2-chloro-5-fluorophenyl)-6,6-dimethyltetrahydro-2H-pyran-3-carbonyl)-5,5-difluoro-2,7-diazaspiro[3.5]nonan-2-yl)prop-2-en-1-one ClC1=C(C=C(C=C1)F)[C@H]1[C@H](COC(C1)(C)C)C(=O)N1CC(C2(CN(C2)C(C=C)=O)CC1)(F)F